C(C)(=O)O.CC(CCC)C1=NC=CN1C 1-methyl-butyl-3-methylimidazole acetate